C(#N)C(CN1C(C2=CC=CC(=C2C1)C=1C=CC(=C(C1)NC(C)=O)C)=O)=C N-{5-[2-(2-cyano-2-methylideneethyl)-1-oxo-2,3-dihydro-1H-isoindol-4-yl]-2-methylphenyl}acetamide